2-benzyl-4-chloro-5-(3-chloro-2-fluoro-6-(4-(trimethylsilyl)-1H-1,2,3-triazol-1-yl)phenyl)pyridazin-3(2H)-one C(C1=CC=CC=C1)N1N=CC(=C(C1=O)Cl)C1=C(C(=CC=C1N1N=NC(=C1)[Si](C)(C)C)Cl)F